Methyl 3-(((1-(cyanomethyl)cyclopropyl)methyl)amino)-5-fluoro-4-nitrobenzoate Methyl-3,5-difluoro-4-nitrobenzoate COC(C1=CC(=C(C(=C1)F)[N+](=O)[O-])F)=O.C(#N)CC1(CC1)CNC=1C=C(C(=O)OC)C=C(C1[N+](=O)[O-])F